Cl[Zn]CC1=CC(=CC=C1)C(F)(F)F chloro({[3-(trifluoromethyl)phenyl]methyl})zinc